3,4-Dihydrophthalazine C1=NNCC2=CC=CC=C12